1-((3R,5R,8R,9R,10S,13S,14S,15R,17S)-15-Ethyl-3-hydroxy-3,13-dimethylhexadecahydro-1H-cyclopenta[a]phenanthren-17-yl)-2-(2H-tetrazol-2-yl)ethan-1-one C(C)[C@H]1[C@H]2[C@@H]3CC[C@@H]4C[C@](CC[C@@H]4[C@H]3CC[C@@]2([C@H](C1)C(CN1N=CN=N1)=O)C)(C)O